N1CCC12CN(C2)C=2C=CC=1N=CN=C(C1N2)NC2=C(C(=C(C=C2)Cl)Cl)F 6-(1,6-diazaspiro[3.3]heptan-6-yl)-N-(3,4-dichloro-2-fluoro-phenyl)pyrido[3,2-d]pyrimidin-4-amine